FC1=CC(=C(OC=2N=NC(=CC2C(=O)N[C@H]2CN(CCC2)C(=O)OC(C)(C)C)C(F)(F)F)C=C1)C tert-Butyl (R)-3-(3-(4-fluoro-2-methylphenoxy)-6-(trifluoromethyl)pyridazine-4-carboxamido)piperidine-1-carboxylate